C(C)(=O)C=1C=C(C=CC1)NS(=O)(=O)C1=CC=C(C=C1)Cl N-(3-acetylphenyl)-4-chlorobenzenesulfonamide